(3S)-1-[(2R)-2-[4-(2-chlorophenyl)-2-oxo-chromen-7-yl]oxypropanoyl]piperidine ClC1=C(C=CC=C1)C1=CC(OC2=CC(=CC=C12)O[C@@H](C(=O)N1CCCCC1)C)=O